C1(CC1)CN1N=C(C=C1S(=O)(=O)N1CC2(C1)CN(C2)C2CCOCC2)C(F)(F)F 2-((1-(cyclopropylmethyl)-3-(trifluoromethyl)-1H-pyrazol-5-yl)sulfonyl)-6-(tetrahydro-2H-pyran-4-yl)-2,6-diazaspiro[3.3]heptane